C(CCC)OC1=CC=C(C=C1)CC(C(=O)O)N1CCN(CCN(CCN(CC1)CC(=O)O)CC(=O)O)CC(=O)O 3-(4-butoxyphenyl)-2-[4,7,10-tris(carboxymethyl)-1,4,7,10-tetraazacyclododec-1-yl]propionic acid